2-(3-((2-ethoxy-4-(methylsulfonyl)phenyl)amino)prop-1-yn-1-yl)-N-(1-methylpiperidin-4-yl)-1-(2,2,2-trifluoroethyl)-1H-indol-4-amine C(C)OC1=C(C=CC(=C1)S(=O)(=O)C)NCC#CC=1N(C=2C=CC=C(C2C1)NC1CCN(CC1)C)CC(F)(F)F